1-methyl-3-(4,4,5,5-tetramethyl-1,3,2-dioxaborolan-2-yl)cyclopent-3-en-1-ol methyl-(2S,7aS)-2-(methoxymethyl)-6-methylidene-tetrahydro-1H-pyrrolizine-7a-carboxylate CC1[C@@H](CN2CC(C[C@@]12C(=O)OC1(CC(=CC1)B1OC(C(O1)(C)C)(C)C)C)=C)COC